(5RS)-2-(3,4-Dichlorobenzyl)-5-[(3,3-difluoropyrrolidin-1-yl)carbonyl]-5,6,7,8-tetrahydro[1,2,4]triazolo[4,3-a]pyridin-3(2H)-one ClC=1C=C(CN2N=C3N([C@H](CCC3)C(=O)N3CC(CC3)(F)F)C2=O)C=CC1Cl |r|